N1=C(C=NC=C1)C=1C=CC2=C(N=C(O2)C2=CC(=NC=C2)C(=O)O)C1 4-(5-(pyrazin-2-yl)benzo[d]oxazol-2-yl)picolinic acid